(2S)-N-{4-[6,6-Dimethyl-3-(2-methylanilino)-4-oxo-4,5,6,7-tetrahydro-1H-pyrrolo[3,2-c]pyridin-2-yl]pyridin-2-yl}-2-(4-fluorophenyl)propenamid CC1(CC2=C(C(N1)=O)C(=C(N2)C2=CC(=NC=C2)NC(C(=C)C2=CC=C(C=C2)F)=O)NC2=C(C=CC=C2)C)C